CS(=O)(C1=CC=CC=C1)=NC1=C2C(=NC(=C1)N1[C@@H](COCC1)C)C(=NS2)C2=CC(=NN2C2OCCCC2)C methyl-({3-[3-methyl-1-(oxan-2-yl)-1H-pyrazol-5-yl]-5-[(3R)-3-methylmorpholin-4-yl]-[1,2]thiazolo[4,5-b]pyridin-7-yl}imino)phenyl-λ^6-sulfanone